BrC(C[Si](OCCC)(OCCC)OCCC)C 2-bromopropyltri-n-propoxysilane